N-({5-chloro-6-[(5-methyl-3-isothiazolyl)methoxy]-2-indolyl}methyl)1-methylcyclopropanecarboxamide ClC=1C=C2C=C(NC2=CC1OCC1=NSC(=C1)C)CNC(=O)C1(CC1)C